OC(C(=O)OCCCCO)CC (3R)-HYDROXYBUTYL (3R)-HYDROXYBUTANOAT